C(C=C)(=O)OC1CCC(CC1)OC(C=C)=O (cyclohexane-1,4-diyl) diacrylate